ClC=1C=CC(=C(C1)N1C(C(N(CC1)[C@H](C(=O)NC1=CC2=C(NC(N2)=O)C=C1)CC1=CC=CC=C1)=O)=O)N1N=NN=C1 (S)-2-(4-(5-chloro-2-(1H-tetrazol-1-yl)phenyl)-2,3-dioxopiperazin-1-yl)-N-(2-oxo-2,3-dihydro-1H-benzo[d]imidazol-5-yl)-3-phenylpropanamide